C(CCCC(=O)[O-])(=O)[O-].[Zn+2].[Cu+2].C(CCCC(=O)[O-])(=O)[O-] copper-zinc glutarate